8-((2S,5R)-2,5-Dimethyl-4-(chinolin-4-yl)piperazin-1-yl)-5-methyl-6-oxo-5,6-dihydro-1,5-naphthyridin-2-carbonitril C[C@@H]1N(C[C@H](N(C1)C1=CC=NC2=CC=CC=C12)C)C1=CC(N(C=2C=CC(=NC12)C#N)C)=O